C(C)OC1=C(C=C2CCN([C@H](C2=C1)CCC1=CNC2=CC=C(C=C12)OC)C=O)OC (S)-7-ethoxy-6-methoxy-1-(2-(5-methoxy-1H-indol-3-yl)ethyl)-3,4-dihydroisoquinoline-2(1H)-formaldehyde